6-[3-(3,4-dimethoxyphenyl)-1H-pyrazolo[4,3-c]quinolin-1-yl]-1,2,3,4-tetrahydroisoquinoline COC=1C=C(C=CC1OC)C1=NN(C2=C1C=NC=1C=CC=CC21)C=2C=C1CCNCC1=CC2